BrC=1C=C(C2=C(NC(O2)=O)C1)OC 5-bromo-7-methoxybenzo[d]oxazol-2(3H)-one